benzo[d][1,3]dioxole-5-thiol O1COC2=C1C=CC(=C2)S